1-((1S)-2-azabicyclo[2.2.1]heptan-2-yl)-3-(1-(3-isopropyl-[1,2,4]triazolo[4,3-b]pyridazin-6-yl)-3,5-dimethyl-1H-pyrazol-4-yl)propan-1-one [C@H]12N(CC(CC1)C2)C(CCC=2C(=NN(C2C)C=2C=CC=1N(N2)C(=NN1)C(C)C)C)=O